FS(CC(C)(C1=CC=CC=C1)OC)(F)(F)(F)F Pentafluoro-(2-methoxy-2-phenylpropyl)-λ6-sulfan